C(N)(=O)C1CN(C1)C(=O)O 3-carbamoylazetidine-1-carboxylic acid